CN(S(=O)(=O)C=1C=C(C(=O)O)C=CC1C)C 3-(N,N-dimethylsulfamoyl)-4-methylbenzoic acid